FC1=C(C=CC(=C1)O)C(\C=C/C1=CC=C(C#N)C=C1)=O 4-[(Z)-3-(2-Fluoro-4-hydroxyphenyl)-3-oxoprop-1-enyl]benzonitrile